OC=1C=C(C=2N(C1)N=CC2C#N)B2OC(C(O2)(C)C)(C)C 6-hydroxy-4-(4,4,5,5-tetramethyl-1,3,2-dioxaborolan-2-yl)pyrazolo[1,5-a]pyridine-3-carbonitrile